C1(CCCCC1)CC(=O)OC[C@H]1O[C@H]([C@]([C@@H]1O)(C)F)N1C2=NC(=NC(=C2N=C1)NC)NC(CC)=O ((2R,3R,4R,5R)-4-fluoro-3-hydroxy-4-methyl-5-(6-(methylamino)-2-propionamido-9H-purin-9-yl)tetrahydrofuran-2-yl)methyl 2-cyclohexylacetate